N-[(6-{[(cyclobutylmethyl)amino]methyl}imidazo[1,2-a]pyridin-2-yl)methyl]-4-oxo-4H-pyrido[1,2-a]pyrimidine-2-carboxamide C1(CCC1)CNCC=1C=CC=2N(C1)C=C(N2)CNC(=O)C=2N=C1N(C(C2)=O)C=CC=C1